α-estradiol C[C@@]12CC[C@@H]3C4C=CC(O)=CC=4CC[C@H]3[C@@H]2CC[C@H]1O